N=1C=NN2C1C=C(C=C2)OC2=C(C(=C(C=C2)NC=2C1=C(N=CN2)C=CC(=N1)N1CC(N(CC1)C(C=C)=O)C1CC1)F)C (4-(4-((4-([1,2,4]triazolo[1,5-a]pyridin-7-yloxy)-2-fluoro-3-methylphenyl)amino)pyrido[3,2-d]pyrimidin-6-yl)-2-cyclopropylpiperazin-1-yl)prop-2-en-1-one